(4-chloro-3,5-difluoro-1H-indol-2-yl)(2-oxa-6-azaspiro[3.4]octan-6-yl)methanone ClC1=C2C(=C(NC2=CC=C1F)C(=O)N1CC2(COC2)CC1)F